5-bromo-2-chloro-6-methyl-3-nitro-pyridine BrC=1C=C(C(=NC1C)Cl)[N+](=O)[O-]